5-{8-fluoro-6-hydroxy-2-[2-(1,3,5-trimethyl-1H-pyrazol-4-yl)ethyl]-1,2,3,4-tetrahydroisoquinolin-7-yl}-1λ6,2,5-thiadiazolidine-1,1,3-trione FC=1C(=C(C=C2CCN(CC12)CCC=1C(=NN(C1C)C)C)O)N1CC(NS1(=O)=O)=O